N[C@@H](CCO)CC1=C(C=2N=NN=C(C2S1)NCC1=CC=NC=C1)Br (S)-3-amino-4-(7-bromo-4-((pyridin-4-ylmethyl)amino)thieno[3,2-d][1,2,3]triazin-6-yl)butan-1-ol